C(CC(O)(C(=O)O)CC(=O)O)(=O)O.[Mg] magnesium citric acid